1-Chloro-6-(2-(4-(pentafluoro-λ6-sulfaneyl)phenoxy)pyridin-3-yl)isoquinoline ClC1=NC=CC2=CC(=CC=C12)C=1C(=NC=CC1)OC1=CC=C(C=C1)S(F)(F)(F)(F)F